C(C)(C)(C)[Si](OCCC(=O)O)(C1=CC=CC=C1)C1=CC=CC=C1 3-[tert-butyl-(diphenyl)silyl]oxy-propanoic acid